C(C)(C)(C)OC(=O)N1C/C(/CC1)=C/C1=CC2=C(N=C(N=C2)Cl)S1.CC1CC(OCC1)C=C(C)C 4-methyl-2-(2-methylpropan-1-en-1-yl)tetrahydro-2H-pyran tert-butyl-(E)-3-((2-chlorothieno[2,3-d]pyrimidin-6-yl)methylene)pyrrolidine-1-carboxylate